3-(2,2-difluoroethoxy)-1-methyl-1H-pyrazol-4-amine FC(COC1=NN(C=C1N)C)F